BrC1=CC2=C(CCC=3C(=NN(C23)C2=CSC=C2)C(=O)OCC)C=C1OC ethyl 8-bromo-7-methoxy-1-(thiophen-3-yl)-4,5-dihydro-1H-benzo[g]indazole-3-carboxylate